tert-butyl (3R,4S)-4-hydroxy-3-((S)-5H-imidazo[5,1-a]isoindol-5-yl)piperidine-1-carboxylate O[C@@H]1[C@H](CN(CC1)C(=O)OC(C)(C)C)[C@@H]1N2C(C3=CC=CC=C13)=CN=C2